Cl[Zn]C1=C(C=C(C=C1)OC(F)(F)F)F chloro-[2-fluoro-4-(trifluoromethoxy)phenyl]zinc